N-(4-methyl-quinolin-8-yl)-6-(trifluoro-methyl)pyridine-3-sulfonamide CC1=CC=NC2=C(C=CC=C12)NS(=O)(=O)C=1C=NC(=CC1)C(F)(F)F